BrC1=NN2C(OCC(C2)NC(=O)OC(C)(C)C)=C1C(=O)OCC Ethyl 2-bromo-6-[(2-methylpropan-2-yl)oxycarbonylamino]-6,7-dihydro-5H-pyrazolo[5,1-b][1,3]oxazine-3-carboxylate